3-(5-(4-(azepan-1-ylmethyl)pyridin-2-yl)-1-oxoisoindolin-2-yl)piperidine-2,6-dione N1(CCCCCC1)CC1=CC(=NC=C1)C=1C=C2CN(C(C2=CC1)=O)C1C(NC(CC1)=O)=O